(E)-1,3-thiazol-2-amine S1C(=NC=C1)N